CC1=C(C(=O)OC)C=CC(=C1)NC=1N=CC=2CCNCC2C1 methyl 2-methyl-4-[(5,6,7,8-tetrahydro-2,6-naphthyridin-3-yl)amino]benzoate